2-((1,6-naphthyridine-8-carboxamido)methyl)-5-methylbenzofuran-7-carboxylic acid N1=CC=CC2=CN=CC(=C12)C(=O)NCC=1OC2=C(C1)C=C(C=C2C(=O)O)C